BrC=1C(=C(OCC2CC3(C2)CCN(CC3)CC(=O)OCC)C=CC1)C ethyl 2-[2-[(3-bromo-2-methyl-phenoxy)methyl]-7-azaspiro[3.5]nonan-7-yl]acetate